naphthylpropargyl fluoride C1(=CC=CC2=CC=CC=C12)C(C#C)F